[Na].[Na].[NH+]1=CCC2=CC(=CC=C12)S(=O)(=O)[O-] 3H-indolium-5-sulfonate disodium